C(C)C(C(=O)O)(C)CCCCCC.COC1=C(C(=C2NC(C(N2)=O)=O)OC)C=CC=C1 dimethoxybenzylidenedioxoimidazoline ethyl-hexyl-propionate